C([C@H](O)C)(=O)[O-] |r| (+-)-lactate